5-((2,4-Dimethoxybenzyl)amino)-4-methoxypyrazolo[1,5-c]pyrimidine-3-carbonitrile COC1=C(CNC2=C(C=3N(C=N2)N=CC3C#N)OC)C=CC(=C1)OC